1-(1-(6-chloro-1-(pyridin-3-yl)-1H-indazol-3-yl)ethyl)-3-(6-methoxypyridin-3-yl)-1H-pyrazolo[3,4-d]pyrimidin-4-amine ClC1=CC=C2C(=NN(C2=C1)C=1C=NC=CC1)C(C)N1N=C(C=2C1=NC=NC2N)C=2C=NC(=CC2)OC